FC(CCCN[C@@H]1CSC2=C(C1)C(=C(C(=C2)O)N2CC(NS2(=O)=O)=O)F)(C)F 5-{(3S)-3-[(4,4-difluoropentyl)amino]-5-fluoro-7-hydroxy-3,4-dihydro-2H-1-benzothiopyran-6-yl}-1λ6,2,5-thiadiazolidine-1,1,3-trione